5-[(methanesulfonylcarbamoyl) methyl]-[1,2,4]triazolo[1,5-a]pyridin-8-yl 2-[({[(tert-butoxy)carbonyl]amino} methanimidoyl)amino]pyrimidine-5-carboxylate C(C)(C)(C)OC(=O)NC(=N)NC1=NC=C(C=N1)C(=O)OC=1C=2N(C(=CC1)CC(NS(=O)(=O)C)=O)N=CN2